NC=1C=C(C=C2C(C3=C(N(C12)C)CN1C(C2=C(C=C13)[C@@](C(OC2)=O)(O)CC)=O)=O)F (S)-10-amino-4-ethyl-8-fluoro-4-hydroxy-11-methyl-1,12-dihydro-14H-pyrano[3',4':6,7]indolizino[2,1-b]quinoline-3,6,14(4H,11H)-trione